C1(=CC=CC=C1)C(C(C(CC(=O)C1=CC=CC=C1)C1=CC=CC=C1)CC1=CC=CC=C1)=O 1,3,5-triphenyl-2-benzyl-1,5-pentanedione